CCN(CC)C(=S)S diethyl dithiocarbamate